BrC1=C(C=C(C(=C1)[N+](=O)[O-])OC)N1CCC(CC1)N1CC(C1)N(C)C 1-(1-(2-bromo-5-methoxy-4-nitrophenyl)piperidin-4-yl)-N,N-dimethylazetidin-3-amine